1-((4-(azetidin-1-yl)bicyclo[2.2.2]oct-1-yl)methyl)-5-(1,6-dimethyl-1H-pyrazolo[3,4-b]pyridin-4-yl)-3-methyl-4,5,6,7-tetrahydro-1H-pyrazolo[4,3-c]pyridine N1(CCC1)C12CCC(CC1)(CC2)CN2N=C(C=1CN(CCC12)C1=C2C(=NC(=C1)C)N(N=C2)C)C